N-[(1S)-1-[[[(2S)-2-chloro-2-fluoro-acetyl]-[[(3S)-2-oxopyrrolidin-3-yl]methyl]amino]carbamoyl]-3-methyl-butyl]-5-methyl-isoxazole-3-carboxamide Cl[C@@H](C(=O)N(C[C@H]1C(NCC1)=O)NC(=O)[C@H](CC(C)C)NC(=O)C1=NOC(=C1)C)F